CP(=O)(C)C1=C2C(=NN(C2=CC(=C1)N1CCN(CC1)C(=O)OC(C)(C)C)C1OCCCC1)NC=1C=C(C=2N(C1)C=C(N2)C)F tert-butyl 4-[4-dimethylphosphoryl-3-[(8-fluoro-2-methyl-imidazo[1,2-a]pyridin-6-yl)amino]-1-tetrahydropyran-2-yl-indazol-6-yl]piperazine-1-carboxylate